C(CCCCCCCCCCC)S=P(OOC(C=C)=O)([O-])[O-] acryloyloxy dodecylthiophosphate